CC1=C(C=CC=C1C=1C=C2C=C(C=CN2C1)CN1[C@@H](CCCC1)C(=O)OC)C1=CC=CC=C1 methyl (2S)-1-{[2-(2-methylbiphenyl-3-yl)indolizin-7-yl]methyl}piperidine-2-carboxylate